FC=1C(=NC=C(C1)F)CC=1SC(=CN1)C(=O)N [(3,5-difluoropyridin-2-yl)methyl]-1,3-thiazole-5-carboxamide